The molecule is the (R)-enantiomer of laudanine It derives from a (R)-norlaudanosoline. It is a conjugate base of a (R)-laudanine(1+). It is an enantiomer of a (S)-laudanine. CN1CCC2=CC(=C(C=C2[C@H]1CC3=CC(=C(C=C3)OC)O)OC)OC